The molecule is dicarboxylate anion of (7R)-7-(4-carboxybutanamido)cephalosporanic acid. It is a dicarboxylic acid dianion and a cephalosporin carboxylic acid anion. It is a conjugate base of a (7R)-7-(4-carboxybutanamido)cephalosporanic acid. CC(=O)OCC1=C(N2[C@@H]([C@@H](C2=O)NC(=O)CCCC(=O)[O-])SC1)C(=O)[O-]